(S)-4-chloro-2-(6-(5-ethyl-2-(methylsulfonyl)phenoxy)pyridin-3-yl)-5-(((3-fluorotetrahydro-2H-pyran-3-yl)methyl)amino)pyridazin-3(2H)-one ClC=1C(N(N=CC1NC[C@@]1(COCCC1)F)C=1C=NC(=CC1)OC1=C(C=CC(=C1)CC)S(=O)(=O)C)=O